NC1=NC=CC=C1C=1NC2=NC=NC(=C2N1)O 8-(2-aminopyridin-3-yl)-6-hydroxy-9H-purin